O1C(OCC1)C1=C(C=C(C=C1)C(C(=O)O)(C)C)OCC1=CC=C(C=C1)OC 2-[4-(1,3-dioxolan-2-yl)-3-[(4-methoxyphenyl)methoxy]phenyl]-2-methylpropanoic acid